2-(2-aminoacetyl)-N-tert-butyl-3,4-dihydro-2H-1,4-benzoxazine-6-carboxamide hydrochloride Cl.NCC(=O)C1OC2=C(NC1)C=C(C=C2)C(=O)NC(C)(C)C